(R)-4-(2-(1H-indol-4-yl)-7-(pyrrolidin-1-ylmethyl)thieno[3,2-d]pyrimidin-4-yl)-3-Methylmorpholine N1C=CC2=C(C=CC=C12)C=1N=C(C2=C(N1)C(=CS2)CN2CCCC2)N2[C@@H](COCC2)C